N-(2-ethoxypropyl)acrylamide rac-(2R,4R)-tert-Butyl-4-hydroxy-2-((4-methyl-3-((1-(naphthalen-1-yl)cyclopropyl)carbamoyl)phenoxy)methyl)pyrrolidine-1-carboxylate C(C)(C)(C)OC(=O)N1[C@H](C[C@H](C1)O)COC1=CC(=C(C=C1)C)C(NC1(CC1)C1=CC=CC2=CC=CC=C12)=O.C(C)OC(CNC(C=C)=O)C |r|